FC1=CC=C(C=C1)N1N=C(C(=C1)C1=NN(C=C1)C)C1CN(CC1)C(=O)OC(C)(C)C tert-butyl 3-(1'-(4-fluorophenyl)-1-methyl-1H,1'H-[3,4'-bipyrazol]-3'-yl)pyrrolidine-1-carboxylate